ethyl 4,5-dihydro-5,5-diphenyl-1,2-oxazole-3-carboxylate C1(=CC=CC=C1)C1(CC(=NO1)C(=O)OCC)C1=CC=CC=C1